BrC1=CC=C(C=C1)[C@]12[C@@H]([C@@H]([C@@](C=3C=NC(=CC3O1)Cl)(C2=O)O)C(=O)OC)C2=CC=CC=C2 |r| rac-methyl (2S,3S,4S,5R)-2-(4-bromophenyl)-8-chloro-5-hydroxy-10-oxo-3-phenyl-2,3,4,5-tetrahydro-2,5-methanooxepino[3,2-c]pyridine-4-carboxylate